4-((6-cyanoquinolin-4-yl)amino)-N-(3-methyl-4-(pyridin-4-ylamino)phenyl)benzamide C(#N)C=1C=C2C(=CC=NC2=CC1)NC1=CC=C(C(=O)NC2=CC(=C(C=C2)NC2=CC=NC=C2)C)C=C1